FC=1C=C2C(=C(/C(/C2=CC1)=C/C1=C(C=C(C=C1)OC1=CC=C(C=C1)F)OC)C)CC(=O)O (Z)-2-(5-fluoro-1-(4-(4-fluorophenoxy)-2-methoxybenzylidene)-2-methyl-1H-inden-3-yl)acetic acid